C(CCCC)(=S)[O-] thiovalerate